(5,5-difluoro-4-hydroxy-4-methyl-3-(trifluoromethyl)-4,5,6,7-tetrahydro-1H-indol-1-yl)-2-fluorobenzonitrile FC1(C(C=2C(=CN(C2CC1)C=1C(=C(C#N)C=CC1)F)C(F)(F)F)(C)O)F